2-aminocyclohexen-1-one NC=1C(CCCC1)=O